azobisisoheptylium cyanide [C-]#N.N(=N[CH+]CCCC(C)C)[CH+]CCCC(C)C.[C-]#N